FC=1C(=CC(=NC1)OC)C1=CC(=NN1)C(=O)N1[C@H](C[C@@H]([C@@H](C1)C)C(=O)NC1CCC(CC1)(C(F)(F)F)O)C (2S,4S,5S)-1-(5-(5-fluoro-2-methoxypyridin-4-yl)-1H-pyrazole-3-carbonyl)-N-((1r,4S)-4-hydroxy-4-(trifluoromethyl)cyclohexyl)-2,5-dimethylpiperidin-4-carboxamide